tert-butyl (2-(4-(2-oxo-4-(piperazine-1-carboxamido)pyrimidin-1(2H)-yl)benzyl)-2-azaspiro[3.3]heptan-6-yl)carbamate O=C1N(C=CC(=N1)NC(=O)N1CCNCC1)C1=CC=C(CN2CC3(C2)CC(C3)NC(OC(C)(C)C)=O)C=C1